2-((2S,3S,4S)-5-chloro-6-fluoro-3-methyl-2-((methylamino)methyl)-2-phenyl-2,3-dihydro-benzofuran-4-yl)-3-fluoro-4-(2-hydroxyethoxy)-N-methylbenzamide ClC=1C(=CC2=C([C@@H]([C@](O2)(C2=CC=CC=C2)CNC)C)C1C1=C(C(=O)NC)C=CC(=C1F)OCCO)F